Gadolinium chloride [Cl-].[Gd+3].[Cl-].[Cl-]